C=C1CC(=CC=C1C)S(=O)(=O)O 3-methylene-4-methylbenzenesulfonic acid